iso-Butylamine C(C(C)C)N